N1=C2C(=NC=C1)C=NCC2 7,8-dihydropyrido[3,4-b]pyrazin